C1N(CC12CNC2)C=2SC1=C(N=NC(=C1)C1=C(C=C(C=C1)C=1C(=NNC1)F)O)N2 2-[6-(2,6-Diazaspiro[3.3]heptan-2-yl)[1,3]thiazolo[4,5-c]pyridazin-3-yl]-5-(3-fluoro-1H-pyrazol-4-yl)phenol